C1(CC1)C1=NC=C(C(=N1)SC)C=1C=C2C(=NC1)N(N=C2C(=O)C=2C(=C(C(=CC2)F)C(CC)S(=O)(=O)N)F)C2OCCCC2 (3-(5-(2-cyclopropyl-4-(methylsulfanyl)pyrimidin-5-yl)-1-(tetrahydro-2H-pyran-2-yl)-1H-pyrazolo[3,4-b]pyridine-3-carbonyl)-2,6-difluorophenyl)propane-1-sulfonamide